[Cl-].CN1C=NC=C1 N-methylimidazole chloride salt